2,6-difluoro-N-(8-methoxyquinoxalin-2-yl)-4-(piperazin-1-yl)benzamide FC1=C(C(=O)NC2=NC3=C(C=CC=C3N=C2)OC)C(=CC(=C1)N1CCNCC1)F